N-{(2S,3R)-2-[(3-{[6-(aminomethyl)-3-chloro-5-fluoropyridin-2-yl]oxy}-2-fluorophenyl)methyl]-4,4-difluoropyrrolidin-3-yl}cyclopropanesulfonamide NCC1=C(C=C(C(=N1)OC=1C(=C(C=CC1)C[C@@H]1NCC([C@@H]1NS(=O)(=O)C1CC1)(F)F)F)Cl)F